5-Bromo-2',3',5',6'-tetrahydrospiro[indoline-3,4'-pyran]-1-carboxylic acid tert-butyl ester C(C)(C)(C)OC(=O)N1CC2(CCOCC2)C2=CC(=CC=C12)Br